N(C(=N)N)C=1SC=C(N1)[C@@H]1[C@]2(C)[C@@H](CC1)[C@@H]1CCC3CCCC[C@]3(C)[C@H]1CC2 17β-(2-guanidino-thiazol-4-yl)androstan